N1CC(C1)CN1CCN(CC1)C1=CC(=C(C(=O)NC2=NNC3=CC=C(C=C23)CC2=CC(=CC(=C2)F)F)C=C1)NC1CCOCC1 4-(4-(azetidin-3-ylmethyl)piperazin-1-yl)-N-(5-(3,5-difluorobenzyl)-1H-indazol-3-yl)-2-((tetrahydro-2H-pyran-4-yl)amino)benzamide